(R)-3-(1-acryloylpyrrolidin-3-yl)-7-amino-1-(4-(4-fluorophenoxy)phenyl)-1,5-dihydro-4H-pyrrolo[2,3-d]pyridazin-4-one C(C=C)(=O)N1C[C@H](CC1)C1=CN(C=2C(=NNC(C21)=O)N)C2=CC=C(C=C2)OC2=CC=C(C=C2)F